C(C)OC([C@H](NC(C)=O)CSCC(C(C1=CC=CC=C1)=O)CSC[C@@H](C(=O)OCC)NC(C)=O)=O S-(2-((((R)-2-acetamido-3-ethoxy-3-oxopropyl)thio)methyl)-3-oxo-3-phenylpropyl)-N-acetyl-D-cysteine ethyl ester